C.[B].[Li] lithium boron carbon hydride